(E)-N-(benzo[d][1,3]dioxol-5-ylmethyl)-3-(4-isobutyl-2-methylphenyl)propan-1-imine oxide O1COC2=C1C=CC(=C2)C\[N+](=C/CCC2=C(C=C(C=C2)CC(C)C)C)\[O-]